tert-butyl 5-(3-(2-(4-((benzyloxy)carbonyl)piperazin-1-yl)ethoxy)phenyl)-5,8-diazaspiro[3.5]nonane-8-carboxylate C(C1=CC=CC=C1)OC(=O)N1CCN(CC1)CCOC=1C=C(C=CC1)N1C2(CCC2)CN(CC1)C(=O)OC(C)(C)C